BrCCOC1=CC=C(OC2=C(C=CC3=CC(=CC=C23)OC)C2=CC=C(C=C2)S(=O)(=O)C)C=C1 1-(4-(2-bromoethoxy)phenoxy)-6-methoxy-2-(4-(methylsulfonyl)phenyl)naphthalene